C/C(=C\CC/C=C(/CC/C=C(/CCC1OC1(C)C)\C)\C)/CC/C=C(/CCC2OC2(C)C)\C 2,3,22,23-dioxidosqualene